2-ethyl-2-dimethylamino-1-(4-morpholinophenyl)-1-butanone C(C)C(C(=O)C1=CC=C(C=C1)N1CCOCC1)(CC)N(C)C